7-chloro-6-(2-fluoro-6-hydroxyphenyl)-1-((3-fluoroazetidin-3-yl)methyl)-4-(2-isopropyl-4-methylpyridin-3-yl)-1,4-dihydropyrido[2,3-b]pyrazine-2,3-dione ClC1=CC2=C(N(C(C(N2CC2(CNC2)F)=O)=O)C=2C(=NC=CC2C)C(C)C)N=C1C1=C(C=CC=C1O)F